tert-butyl 3-(4,4,5,5-tetramethyl-1,3,2-dioxaborolan-2-yl)-6,7-dihydropyrazolo[1,5-a]pyrazine-5(4H)-carboxylate CC1(OB(OC1(C)C)C=1C=NN2C1CN(CC2)C(=O)OC(C)(C)C)C